F[C@@H]1[C@@H](C1)N1C(C(=CC=C1)NC(=O)C1=CC=2C(N=C1OC(C)C)=NN(C2)C21COC(C2)(C1)C)=O N-[1-[(1R,2S)-2-fluorocyclopropyl]-2-oxo-3-pyridyl]-6-isopropoxy-2-(1-methyl-2-oxabicyclo[2.1.1]hexan-4-yl)pyrazolo[3,4-b]pyridine-5-carboxamide